CC=1C=C(C=CC1)S(=O)(=O)N1CC2(C3=CC=CC=C13)CCCC2 (3-methylbenzenesulfonyl)-1',2'-dihydrospiro[cyclopentane-1,3'-indole]